N-{[5-chloro-6-(5-ethyl-2-pyrazinyl)-2-indolyl]methyl}acetamide ClC=1C=C2C=C(NC2=CC1C1=NC=C(N=C1)CC)CNC(C)=O